COC(C1=CN=C(C=C1C1=C(C(=CC=C1OC)C#C[Si](C)(C)C)F)C)=O 4-(2-fluoro-6-methoxy-3-((trimethylsilyl)ethynyl)phenyl)-6-methylnicotinic acid methyl ester